C(C1=CC=CC=C1)(=O)CC(=O)N 2-benzoyl-acetamide